OC1=C(C(=O)[O-])C=CC=N1.[Na+] sodium hydroxynicotinate